C1(CC1)C1=CC=C(C=C1)NC(=O)[C@@H]1NCCCCC1 (2R)-N-(4-cyclopropylphenyl)azepane-2-carboxamide